C(C)C1=CC(C(C1)CC)=O 3,5-diethyl-2-cyclopentenone